1-(6-(Chloromethyl)pyridazin-3-yl)dihydropyrimidine-2,4(1H,3H)-dione ClCC1=CC=C(N=N1)N1C(NC(CC1)=O)=O